N1=C(C=CC=C1)N=NC1=C(C=C(O)C=C1)O 4-(2-pyridylazo)-resorcinol